C1=CC=C2C(=C1)C(=[NH2+])C=C3C2=NC4=C(O3)C=C(C=C4)N The molecule is a cationic heterotetracyclic fluorescent dye derived from benzo[a]phenoxazine. It has a role as a fluorochrome. It is an organic heterotetracyclic compound and an organic cation.